2-(Tert-butoxycarbonylamino)-3-phenoxy-propionic acid C(C)(C)(C)OC(=O)NC(C(=O)O)COC1=CC=CC=C1